C(CCCCCCCC)=O normal nonanal